1-(2-(5-(2,5-difluorophenyl)-1H-imidazol-2-yl)piperidin-1-yl)-2-(methylsulfanyl)propan-1-one FC1=C(C=C(C=C1)F)C1=CN=C(N1)C1N(CCCC1)C(C(C)SC)=O